((2'S,3S,4'S,5'R)-5-chloro-4'-(2-chlorophenyl)-2'-neopentylspiro[indoline-3,3'-Pyrrolidine]-5'-carboxamido)-3-methoxybenzoic acid ClC=1C=C2C(=CC1)NC[C@@]21[C@@H](N[C@H]([C@@H]1C1=C(C=CC=C1)Cl)C(=O)NC1=C(C(=O)O)C=CC=C1OC)CC(C)(C)C